2-(6-amino-4-methoxypyridazin-3-yl)propan-2-ol NC1=CC(=C(N=N1)C(C)(C)O)OC